N1C=NC(=C1)CCNC(C=C)=O N-(2-(4-imidazolyl)ethyl)acrylamide